Piperidin-4-yl (E)-3-(2-(thiophen-2-yl)vinyl)-1H-pyrazole-1-carboxylate hydrochloride Cl.S1C(=CC=C1)/C=C/C1=NN(C=C1)C(=O)OC1CCNCC1